COC(C(C)SC=1N=C(C2=C(N1)SC=C2)NC2=CC=C(C1=CC=CC=C21)C2CC2)=O 2-((4-((4-Cyclopropylnaphthalen-1-yl)amino)thieno[2,3-d]Pyrimidin-2-yl)thio)propionic acid methyl ester